CN1C2=C(OC[C@@H](C1=O)NC(=O)C1=NC=3CCCCC3C=C1)C=CC=C2 (S)-N-(5-methyl-4-oxo-2,3,4,5-tetrahydrobenzo[b][1,4]oxazepin-3-yl)-5,6,7,8-tetrahydroquinoline-2-carboxamide